((4-(5-fluoro-4-hydroxypyrimidin-2-yl)cyclohex-3-en-1-yl)methyl)-1-(((S)-oxetan-2-yl)methyl)-1H-thieno[2,3-d]imidazole-5-carboxylic acid methyl ester COC(=O)C1=CC2=C(N=C(N2C[C@H]2OCC2)CC2CC=C(CC2)C2=NC=C(C(=N2)O)F)S1